carbonyl-chlorohydrido[bis-(2-diphenylphosphinoethyl)amine] ruthenium (II) [Ru+2].C(=O)=C(C(P(C1=CC=CC=C1)C1=CC=CC=C1)Cl)NCCP(C1=CC=CC=C1)C1=CC=CC=C1